2,5-bis(2-octyldodecyl)-3,6-bis(thiophen-2-yl)pyrrolo[3,4-C]pyrrole-1,4(2H,5H)-dione C(CCCCCCC)C(CN1C(C2=C(N(C(C2=C1C=1SC=CC1)=O)CC(CCCCCCCCCC)CCCCCCCC)C=1SC=CC1)=O)CCCCCCCCCC